N-(1-(2-(6-((cis)-2,6-dimethylmorpholino)pyridin-2-yl)-1,6-naphthyridin-7-yl)-5-hydroxypentyl)-4-methyl-3-(methylsulfonyl)benzamide C[C@@H]1O[C@@H](CN(C1)C1=CC=CC(=N1)C1=NC2=CC(=NC=C2C=C1)C(CCCCO)NC(C1=CC(=C(C=C1)C)S(=O)(=O)C)=O)C